C1(=CC=CC=C1)S(=O)(=O)C([C@H](C1=C(C=C(C=C1)C(F)(F)F)F)N[S@](=O)C(C)(C)C)(F)F (R)-N-[(1S)-2-(benzenesulfonyl)-2,2-difluoro-1-[2-fluoro-4-(trifluoromethyl)phenyl]ethyl]-2-methyl-propane-2-sulfinamide